ClC=1C=C(C=CC1F)N(S(=O)(=O)CCCN1CCOCC1)CC1=NC=C(C=C1)C=1OC(=NN1)C(F)F N-(3-chloro-4-fluorophenyl)-N-((5-(5-(difluoromethyl)-1,3,4-oxadiazol-2-yl)pyridin-2-yl)methyl)-3-morpholinopropane-1-sulfonamide